C(C)N1C[C@H](CC1)N(C(=O)CC1=C(C=CC(=C1)F)S(=O)(=O)NC1=C(C2=C([C@@H]3[C@H](CO2)C3)C=C1)C(=O)O)C |&1:26,27| (1aRS,7bSR)-5-(2-{[N-((S)-1-ethyl-pyrrolidin-3-yl)-N-methylcarbamoyl]methyl}-4-fluoro-benzenesulfonylamino)-1,1a,2,7b-tetrahydrocyclopropa-[c]benzopyran-4-carboxylic acid